8-(2-Cyano-3-methylphenyl)-9-(4-((1-(3-fluoropropyl)azetidin-3-yl)methyl)phenyl)-6,7-dihydro-5H-benzo[7]annulen C(#N)C1=C(C=CC=C1C)C=1CCCC2=C(C1C1=CC=C(C=C1)CC1CN(C1)CCCF)C=CC=C2